[Br-].[Br-].[N+](=O)([O-])C1=C(C=CC(=C1)[N+](=O)[O-])N1C=CC(C=C1)=C1C=CN(C=C1)C1=C(C=C(C=C1)[N+](=O)[O-])[N+](=O)[O-] 1,1'-bis(2,4-dinitrophenyl)-4,4'-bipyridine dibromide